4,7-Dimethylbenzofuran-2-carbonyl chloride CC1=CC=C(C2=C1C=C(O2)C(=O)Cl)C